N,N-diallyl-adipamide C(C=C)N(C(CCCCC(=O)N)=O)CC=C